C1(=C(C=CC=C1)C#CC1=NNC2=CC=C(C=C12)C(=O)N1[C@@H](CNC[C@H]1C)C)C1=CC=CC=C1 (3-([1,1'-biphenyl]-2-ylethynyl)-1H-indazol-5-yl)((2R,6R)-2,6-dimethylpiperazin-1-yl)methanone